tetra(nonan-3-yl) 9,9',9'',9'''-(((terephthaloylbis(azanediyl))bis(propane-3,1-diyl))bis(azanetriyl))tetranonanoate C(C1=CC=C(C(=O)NCCCN(CCCCCCCCC(=O)OC(CC)CCCCCC)CCCCCCCCC(=O)OC(CC)CCCCCC)C=C1)(=O)NCCCN(CCCCCCCCC(=O)OC(CC)CCCCCC)CCCCCCCCC(=O)OC(CC)CCCCCC